OC[C@@H]1OCCC[C@H]1N1N=CC(=C1)C=1C(=C(C=CC1)C1=NN(C2=CN=C(C=C21)NC(=O)C2CC2)C)OC N-(3-(3-(1-((2R,3R)-2-(hydroxymethyl)tetrahydro-2H-pyran-3-yl)-1H-pyrazol-4-yl)-2-methoxyphenyl)-1-methyl-1H-pyrazolo[3,4-c]pyridin-5-yl)cyclopropanecarboxamide